diaza-spiro[3.4]octan-6-one N1NCC12CC(CC2)=O